3-{[(1S,3R)-3-{[(tert-butyldiphenylsilyl)oxy]methyl}cyclopentyl]methoxy}aniline [Si](C1=CC=CC=C1)(C1=CC=CC=C1)(C(C)(C)C)OC[C@H]1C[C@H](CC1)COC=1C=C(N)C=CC1